(ethyl)trimethyl-ammonium chloride [Cl-].C(C)[N+](C)(C)C